N(=[N+]=[N-])C1=C(COC(=O)NCCCC[C@H](N)C(=O)O)C=CC=C1 N6-[{(o-azidobenzyl)oxy}carbonyl]-L-lysine